ClC=1C=2N(C=C(C1)S(=O)(=O)NC1(CC1)C#N)C(=NC2)C=2SC(=NN2)C(F)F 8-chloro-N-(1-cyanocyclopropyl)-3-(5-(difluoromethyl)-1,3,4-thiadiazol-2-yl)imidazo[1,5-a]pyridine-6-sulfonamide